FC1=C2C=NN(C2=CC=C1N1C(N(C=C1)C=1N(N=C2C1[C@@H](N(CC2)C(=O)OC(C)(C)C)C)C2=CC(=C(C=C2)F)C)=O)C tert-Butyl (4S)-3-[3-(4-fluoro-1-methylindazol-5-yl)-2-oxoimidazol-1-yl]-2-(4-fluoro-3-methylphenyl)-4-methyl-6,7-dihydro-4H-pyrazolo[4,3-c]pyridine-5-carboxylate